(1R,3R)-3-azidocyclohexan-1-ol N(=[N+]=[N-])[C@H]1C[C@@H](CCC1)O